(2R,4S)-tert-butyl 4-(4-amino-3-((1-ethyl-2-methyl-1H-benzo[d]imidazol-5-yl)ethynyl)-1H-pyrazolo[4,3-c]pyridin-1-yl)-2-(methoxymethyl)pyrrolidine-1-carboxylate NC1=NC=CC2=C1C(=NN2[C@H]2C[C@@H](N(C2)C(=O)OC(C)(C)C)COC)C#CC2=CC1=C(N(C(=N1)C)CC)C=C2